2-(4,4-difluorocyclohexyl)-1-(7,7-dimethyl-2-(4-methylpiperazin-1-yl)-6,7-dihydrothiazolo[5,4-c]pyridin-5(4H)-yl)ethan-1-one FC1(CCC(CC1)CC(=O)N1CC2=C(C(C1)(C)C)N=C(S2)N2CCN(CC2)C)F